COC=1C=CC=C2C(=NC=NC12)N1CCC(CC1)OCP(O)(O)=O (((1-(8-methoxyquinazolin-4-yl)piperidin-4-yl)oxy)methyl)phosphonic acid